C(C)(=O)C1=C(C2=C(N=C(N=C2)NC2=CC=C(C=N2)N2CCN(CC2)CC2=CC=C(C=N2)N2C(NC(CC2)=O)=O)N(C1=O)C1CCCC1)C 1-(6-((4-(6-((6-acetyl-8-cyclopentyl-5-methyl-7-oxo-7,8-dihydropyrido[2,3-d]pyrimidin-2-yl)amino)pyridin-3-yl)piperazin-1-yl)methyl)pyridin-3-yl)dihydropyrimidine-2,4(1H,3H)-dione